CC=1C=C(C=NNC2=NC(=NC3=C(C=CC=C23)C=2C=NC=CC2)N2CCOCC2)C=CC1 4-(4-(2-(3-methylbenzylidene)hydrazinyl)-8-(pyridin-3-yl)quinazolin-2-yl)morpholine